NC1=NC=CC=2N1C(=NC2C2CN(CC2)CC#CC)C2=NC=C(C(=O)NC1=NC=CC(=C1)C(F)(F)F)C=C2 6-(5-amino-1-(1-(but-2-ynyl)pyrrolidin-3-yl)imidazo[1,5-c]pyrimidin-3-yl)-N-(4-(trifluoromethyl)pyridin-2-yl)nicotinamide